(S)-3-cyclopropoxy-4-(5-(3,5-dimethylisoxazol-4-yl)-1-(1-(pyridin-2-yl)ethyl)-1H-pyrrolo[2,3-b]pyridin-3-yl)benzoic acid C1(CC1)OC=1C=C(C(=O)O)C=CC1C1=CN(C2=NC=C(C=C21)C=2C(=NOC2C)C)[C@@H](C)C2=NC=CC=C2